OC1=CC=C(C=C1)C(C=CC1=CC=C(OC(C(=O)O)(C)C)C=C1)=O 2-[4-[3-(4-Hydroxyphenyl)-3-oxoprop-1-enyl]phenoxy]-2-methylpropanoic acid